3-[4-[4-[3,3-difluoro-4-piperidinyl]piperazin-1-yl]-3-fluoro-anilino]piperidine-2,6-dione FC1(CNCCC1N1CCN(CC1)C1=C(C=C(NC2C(NC(CC2)=O)=O)C=C1)F)F